3-PROPOXYPROPANAL C(CC)OCCC=O